6-fluoro-4-(2-(((2R,7aS)-2-fluorotetrahydro-1H-pyrrolizin-7a(5H)-yl)methoxy)-5-(methyl(phenethyl)amino)pyrido[4,3-d]pyrimidin-7-yl)-5-((triisopropylsilyl)ethynyl)naphthalen-2-ol FC=1C(=C2C(=CC(=CC2=CC1)O)C1=CC=2N=C(N=CC2C(=N1)N(CCC1=CC=CC=C1)C)OC[C@]12CCCN2C[C@@H](C1)F)C#C[Si](C(C)C)(C(C)C)C(C)C